benzoic acid, cyanate C(C1=CC=CC=C1)(=O)OC#N